3-(8-{[(3S,4R)-3-fluoro-1-methylpiperidin-4-yl]amino}-3-[(trifluoromethyl)sulfanyl]indolizin-2-yl)-1,2,4-thiadiazol F[C@H]1CN(CC[C@H]1NC1=CC=CN2C(=C(C=C12)C1=NSC=N1)SC(F)(F)F)C